(4-fluoro-3-(4-methylpiperazin-1-yl)phenyl)-4-hydroxy-1-isobutyl-2-oxo-1,2-dihydroquinoline-3-carboxamide formate salt C(=O)O.FC1=C(C=C(C=C1)C1=C2C(=C(C(N(C2=CC=C1)CC(C)C)=O)C(=O)N)O)N1CCN(CC1)C